ClCC1=C(C2=CC=CC=C2C=C1)C1=C(C=CC2=CC=CC=C12)CCl 2,2'-dichloromethyl-1,1'-binaphthyl